6-amino-7-(2-chloro-5-fluorophenyl)-8-(2,4-dimethoxybenzyl)-7,8-dihydro-9H-imidazo[1,2-a]pyrrolo[3,4-c]pyridin-9-one NC=1C2=C(C=3N(C1)C=CN3)C(N(C2C2=C(C=CC(=C2)F)Cl)CC2=C(C=C(C=C2)OC)OC)=O